CC(C#C)(CC)C 3,3-dimethyl-1-pentyne